N-Nitroso-2,3-dihydroxypropyl-2-hydroxypropylamine N(=O)N(CC(C)O)CC(CO)O